C(CCSSCCCS(=O)(=O)[O-])S(=O)(=O)[O-].C1(=CC=C(C=C1)[PH3+])C.[Li+] lithium (p-tolyl)phosphonium 3,3'-dithiobis[propansulfonate]